N1=C(N=CC=C1)C1C(N=NO1)=O.[Ag+] silver (I) pyrimidyl-oxadiazolone